CCCCCCCCCCCCCCCCCC(=O)O n-octadecanoic acid